(2r,3r,5r,6r)-heptane CCCCCCC